FC1=C(C(=CC=C1)F)C=1NC2=C(C3=C(N1)C(=NN3COCC[Si](C)(C)C)C([2H])([2H])[2H])C=C(C=C2)N2C[C@H](OCC2)C 2-[[5-(2,6-difluorophenyl)-9-[(2R)-2-methylmorpholin-4-yl]-3-(trideuteriomethyl)-6H-pyrazolo[4,3-d][1,3]benzodiazepin-1-yl]methoxy]ethyl-trimethyl-silane